2-methyl-3-(4-methylphenyl)propionic acid CC(C(=O)O)CC1=CC=C(C=C1)C